CC1(CN(C(N(C1)C=1C=NC2=CC=CC=C2C1)=O)CCC1=CC=C(C=C1)C(F)(F)F)C 5,5-dimethyl-1-(quinolin-3-yl)-3-{2-[4-(trifluoromethyl)phenyl]ethyl}tetrahydropyrimidin-2(1H)-one